COC(=O)C1=CC=C(S1)C#CC1CCN(CC1)C(=O)OC(C)(C)C tert-butyl 4-((5-(methoxycarbonyl)thiophen-2-yl)ethynyl)piperidine-1-carboxylate